C(C)(C)C1=NN(C(C=2N1C1=C(C2)SC(=C1)C)=O)CC(=O)N[C@H]1CNCCC1 (R)-2-(5-Isopropyl-2-methyl-8-oxothieno[2',3':4,5]pyrrolo[1,2-d][1,2,4]triazin-7(8H)-yl)-N-(piperidin-3-yl)acetamid